[Se]1B=CC=C1 selenaborole